N1=CC(=CC=C1)B(O)O (e)-3-pyridylboronic acid